C(CCCCCCC)OC(NC1=CC(=C(C(=C1)C(C)(C)C)O)C(C)(C)C)=O N-(3,5-di-tert-butyl-4-hydroxyphenyl)carbamic acid octyl ester